ergosta-2,22-diene-6-one CC(C)[C@@H](C)C=C[C@@H](C)[C@H]1CC[C@H]2[C@@H]3CC(C4CC=CC[C@]4(C)[C@H]3CC[C@]12C)=O